COC(=O)C=1C=NC=C(C1)OC1CCC(CC1)(F)F 5-[(4,4-difluorocyclohexyl)oxy]pyridine-3-carboxylic acid methyl ester